((2-(((3S,6S,9R,10aR)-9-methyl-3-(3-(4-methylpyridin-3-yl)azetidine-1-carbonyl)-5-oxodecahydropyrrolo[1,2-a]azocin-6-yl)carbamoyl)benzo[b]thiophen-5-yl)methyl)phosphonic acid C[C@H]1C[C@@H]2N(C([C@H](CC1)NC(=O)C1=CC3=C(S1)C=CC(=C3)CP(O)(O)=O)=O)[C@@H](CC2)C(=O)N2CC(C2)C=2C=NC=CC2C